1-(1-(tert-butoxycarbonyl)piperidin-4-yl)-1H-1,2,3-triazole-4-carboxylic acid C(C)(C)(C)OC(=O)N1CCC(CC1)N1N=NC(=C1)C(=O)O